FC1=CC=C2C[C@@H](C2=C1)NC(=NO)C=1C(=NON1)OCC(=O)N[C@H](CO)C 2-[(4-{N-[(7S)-4-fluorobicyclo[4.2.0]octa-1,3,5-trien-7-yl]-N'-hydroxycarbamimidoyl}-1,2,5-oxadiazol-3-yl)oxy]-N-[(2S)-1-hydroxypropan-2-yl]acetamide